2-(2-aminophenyl)-5-chloro-indole NC1=C(C=CC=C1)C=1NC2=CC=C(C=C2C1)Cl